2-(cyclopropylamino)-6-methoxypyrimidin C1(CC1)NC1=NC(=CC=N1)OC